N-(3-(8-((5S,6S)-6-fluoro-1-methyl-1,4-diazepan-5-yl)-3-(2,2,2-trifluoroethyl)imidazo[1,2-a]pyridin-2-yl)prop-2-yn-1-yl)-2-methoxy-4-(methylsulfonyl)aniline F[C@@H]1[C@@H](NCCN(C1)C)C=1C=2N(C=CC1)C(=C(N2)C#CCNC2=C(C=C(C=C2)S(=O)(=O)C)OC)CC(F)(F)F